ethylbiphenyl-4-carbonitrile C(C)C1=C(C=CC(=C1)C#N)C1=CC=CC=C1